C(C1=CC=CC=C1)N1C(=CC(=C1)C1=C(C=CC(=C1)F)F)[C@@H](C(C)(C)C)N(CC[C@@H](C(=O)NCCNC(CN)=O)NC(OCC[Si](C)(C)C)=O)C(CO)=O 2-(Trimethylsilyl)ethyl [(2S)-4-[{(1R)-1-[1-benzyl-4-(2,5-difluorophenyl)-1H-pyrrol-2-yl]-2,2-dimethylpropyl}(glycoloyl)amino]-1-{[2-(glycylamino)ethyl]amino}-1-oxobutan-2-yl]carbamate